8-methyl-2H-pyrido[4,3-b][1,4]oxazine-3(4H)-one CC1=CN=CC2=C1OCC(N2)=O